FC1=CC=C(C=C1)C1=CC(=C(C=C1)NC(OC(C)(C)C)=O)NC(=O)C1=CC2=C(C(=CO2)S(=O)(=N)C)C=C1 tert-butyl N-[4-(4-fluorophenyl)-2-[[3-(methylsulfonimidoyl)benzofuran-6-carbonyl]amino]phenyl]carbamate